CN1N=NC(=C1C(F)(F)F)CN 1-[1-methyl-5-(trifluoromethyl)-1,2,3-triazol-4-yl]Methylamine